aminothiovaleric acid NC(C(=S)O)CCC